O1C=C(C=C1)C(=O)N1N=C(C=C1OCC1=CC=CC=C1)C1C(N(C(C1)O)C(=O)N1CC(CC1)O)C 4-({[1-(Furan-3-carbonyl)-3-[5-hydroxy-1-(3-hydroxypyrrolidin-1-carbonyl)-2-methylpyrrolidin-3-yl]-1H-pyrazol-5-yl]oxy}methyl)benzol